toluene-methanol CC1=CC=CC=C1CO